N-(2-methoxybenzoyl)-L-phenylalanine COC1=C(C(=O)N[C@@H](CC2=CC=CC=C2)C(=O)O)C=CC=C1